phosphomannose isothiocyanate [N-]=C=S.P(=O)(O)(O)O[C@H](C=O)[C@@H](O)[C@H](O)[C@H](O)CO